C1=CC=C2C(=C1)C(=CN2)CCCC(=O)[O-] The molecule is an indol-3-yl carboxylic acid anion that is the conjugate base of indole-3-butyric acid, arising from the deprotonation of the carboxy group. It is a conjugate base of an indole-3-butyric acid.